((3-Ethyl-1-(5-(2-(ethyl(isopropyl)carbamoyl)-4-fluorophenoxy)pyrimidin-4-yl)azetidine-3-yl)methyl)carbamate C(C)C1(CN(C1)C1=NC=NC=C1OC1=C(C=C(C=C1)F)C(N(C(C)C)CC)=O)CNC([O-])=O